NC1=C(C(=NC=2N1N=C(C2CC)C(F)F)S(=O)(=O)C)C#N 7-amino-2-(difluoromethyl)-3-ethyl-5-(methyl-sulfonyl)pyrazolo[1,5-a]pyrimidine-6-carbonitrile